(4,6-Dicyclopropylpyrimidin-5-yl)-6-fluoro-7-(2-fluoro-6-methoxyphenyl)-4-hydroxy-3-nitro-1,8-naphthyridin-2(1H)-one C1(CC1)C1=NC=NC(=C1N1C(C(=C(C2=CC(=C(N=C12)C1=C(C=CC=C1OC)F)F)O)[N+](=O)[O-])=O)C1CC1